COC=1C=C2C(=CC=NC2=CC1OC)OC1=C(C=C(C=C1)NC(=O)C1(CC1)C(=O)NC1=CC=C(C=C1)F)F N-(4-{[6,7-bis(methyloxy)quinolin-4-yl]oxy}-3-fluorophenyl)-N'-(4-fluorophenyl)cyclopropane-1,1-dicarboxamide